[N+](=O)([O-])C1=CC=C(C=C1)C1=CN=C2N1C=CC(=C2)C=2CCN(CC2)C(=O)OC(C)(C)C tert-butyl 4-(3-(4-nitrophenyl)imidazo[1,2-a]pyridin-7-yl)-3,6-dihydropyridine-1(2H)-carboxylate